C1(=C(C=CC=C1)P(C1=C(C=CC=C1)C)CC(C)(CP(C1=C(C=CC=C1)C)C1=C(C=CC=C1)C)CP(C1=C(C=CC=C1)C)C1=C(C=CC=C1)C)C 1,1,1-tris(bis(o-tolyl)phosphinomethyl)ethan